O[C@H]1CN(OC1)C(=O)C=1N(N=C2N(CN(CC21)C)C(C)C)CC2=CC=CC1=CC=CC=C21 (S)-3-(4-hydroxyisoxazolidine-2-carbonyl)-7-isopropyl-5-methyl-2-(naphthalen-1-ylmethyl)-2,7-dihydro-4H-pyrazolo[3,4-d]Pyrimidine